C(=O)(OC(C)(C)C)N1CCC(CC1)OC1(CC(C1)O)C N-Boc-4-((1r,3r)-3-hydroxy-1-methyl-cyclobutoxy)piperidine